tert-butyl N-[2-[2-[2-[4-chloro-2-[1-[(2,4-dimethoxyphenyl)methylamino]-4-methylphthalazin-6-yl]phenoxy]ethoxy]ethoxy]ethyl]carbamate ClC1=CC(=C(OCCOCCOCCNC(OC(C)(C)C)=O)C=C1)C=1C=C2C(=NN=C(C2=CC1)NCC1=C(C=C(C=C1)OC)OC)C